tert-butyl (R)-3-(3-((5-chloro-1H-indol-2-yl)methyl)-1-methylureido)piperidine-1-carboxylate ClC=1C=C2C=C(NC2=CC1)CNC(N(C)[C@H]1CN(CCC1)C(=O)OC(C)(C)C)=O